(2-(2-Aminoethoxy)-4-fluorophenyl)-3-(2-bromo-6-methoxypyridin-3-yl)-6-(trifluoromethyl)-2,3-dihydroquinazolin-4(1H)-one, trifluoroacetate salt FC(C(=O)O)(F)F.NCCOC1=C(C=CC(=C1)F)N1CN(C(C2=CC(=CC=C12)C(F)(F)F)=O)C=1C(=NC(=CC1)OC)Br